isopropyl (Z)-5-(4-fluorophenyl)-7-methyl-2-(4-(2-(methylamino)-2-oxoethoxy)benzylidene)-3-oxo-2,3-dihydro-5H-thiazolo[3,2-a]pyrimidine-6-carboxylate FC1=CC=C(C=C1)C1C(=C(N=C2N1C(/C(/S2)=C/C2=CC=C(C=C2)OCC(=O)NC)=O)C)C(=O)OC(C)C